FC1(CN(CCC1O)C1=NC=CC(=N1)NC1=NC=C(C(=C1)NC1CCC(CC1)(C)O)C1=NN(C(=C1)C(F)(F)F)C)F 3,3-Difluoro-1-(4-((4-(((1s,4s)-4-hydroxy-4-methylcyclohexyl)amino)-5-(1-methyl-5-(trifluoromethyl)-1H-pyrazol-3-yl)pyridin-2-yl)amino)pyrimidin-2-yl)piperidin-4-ol